FC=1C=NC(=NC1)N1[C@H](CN(CC1)C=1N=CC(=NC1)NC(C1=CN=C(C=C1)N1CCCC1)=O)C (S)-N-(5-(4-(5-fluoropyrimidin-2-yl)-3-methylpiperazin-1-yl)pyrazin-2-yl)-6-(pyrrolidin-1-yl)nicotinamide